(R)-1-(2-(((3s,4s)-4-(difluoromethyl)-1,3-dimethylpiperidin-3-yl)methoxy)-7-((Sa)-8-ethynyl-7-fluoro-3-hydroxynaphthalen-1-yl)-6,8-difluoroquinazolin-4-yl)-3-methylpiperidin-3-ol FC([C@@H]1[C@](CN(CC1)C)(C)COC1=NC2=C(C(=C(C=C2C(=N1)N1C[C@@](CCC1)(O)C)F)C1=CC(=CC2=CC=C(C(=C12)C#C)F)O)F)F